tert-butyl 3-(6-(5-(2-(pyridin-3-yl)acetamido)pyrazolo[1,5-a]pyridin-3-yl)pyridin-2-yl)piperidine-1-carboxylate N1=CC(=CC=C1)CC(=O)NC1=CC=2N(C=C1)N=CC2C2=CC=CC(=N2)C2CN(CCC2)C(=O)OC(C)(C)C